Monochloro acetate C(C)(=O)OCl